p-N,N-diethylaminostyrene CCN(CC)C1=CC=C(C=C1)C=C